N-(2-(hydroxy-methyl)benzyl)-1-(5-methyl-2-((tetrahydro-2H-pyran-4-yl)amino)-pyrimidin-4-yl)-1H-imidazole-4-carboxamide OCC1=C(CNC(=O)C=2N=CN(C2)C2=NC(=NC=C2C)NC2CCOCC2)C=CC=C1